(S)-4-(4-propenoyl-2-methylpiperazin-1-yl)-6,7-dichloro-1-(2-isopropyl-4-methylpyridin-3-yl)-2-oxo-1,2-dihydro-1,8-naphthyridine-3-carbonitrile C(C=C)(=O)N1C[C@@H](N(CC1)C1=C(C(N(C2=NC(=C(C=C12)Cl)Cl)C=1C(=NC=CC1C)C(C)C)=O)C#N)C